C(C)OC(=O)C1=NC(=NC(=C1N)C1=C2C=NN(C2=CC=C1C)C1OCCCC1)C=1C(=NC(=CC1)C#N)N 5-amino-2-(2-amino-6-cyanopyridin-3-yl)-6-(5-methyl-1-(tetrahydro-2H-pyran-2-yl)-1H-indazol-4-yl)pyrimidine-4-carboxylic acid ethyl ester